OC(C#N)C=1C=NC=CC1 2-Hydroxy-2-(pyridin-3-yl)acetonitrile